(1-(2-(1,1-difluoroethyl)-6-ethylpyrimidin-4-yl)-3-formyl-1H-pyrrolo[3,2-c]pyridin-6-yl)acetamide FC(C)(F)C1=NC(=CC(=N1)N1C=C(C=2C=NC(=CC21)CC(=O)N)C=O)CC